F[C@@H]1C[C@@]2(CCCN2C1)CO [(2R,7aS)-2-fluoro-hexahydro-1H-pyrrolizin-7a-yl]methanol